tert-butyl ({(3S)-1-[6-nitro-3-phenoxy-2-(trifluoromethyl)phenyl]piperidin-3-yl}methyl)carbamate [N+](=O)([O-])C1=CC=C(C(=C1N1C[C@@H](CCC1)CNC(OC(C)(C)C)=O)C(F)(F)F)OC1=CC=CC=C1